NC[C@@H](CC1=CC(=CC=C1)F)C1=C(C(=O)N)C=CC=C1C=1C2=C(N=CN1)NC([C@]2(C)O)=O ((S)-1-amino-3-(3-fluorophenyl)propan-2-yl)-3-((R)-5-hydroxy-5-methyl-6-oxo-6,7-dihydro-5H-pyrrolo[2,3-d]pyrimidin-4-yl)benzamide